ClCNC(C1=CC=CC=C1)=O N-(chloromethyl)-benzamide